C(OC[Si](C)(C)C)(=S)SC S-methyl O-((trimethylsilyl) methyl) carbonodithioate